1-(4-bromo-2-fluorobenzyl)-4-methylpiperazine BrC1=CC(=C(CN2CCN(CC2)C)C=C1)F